methyl 2-(3-chloro-4-fluorophenyl)-3-(methylamino)propionate ClC=1C=C(C=CC1F)C(C(=O)OC)CNC